4-[[(1S,2S)-2-[(3R)-3-Aminopiperidin-1-yl]-6-chloro-4-fluoro-2,3-dihydro-1H-inden-1-yl]oxy]-3-methylbenzene N[C@H]1CN(CCC1)[C@@H]1[C@H](C2=CC(=CC(=C2C1)F)Cl)OC1=C(C=CC=C1)C